[3-(dimethylamino) propyl]-9-(6-{[(10Z,12Z)-1-oxooctadeca-9,12-dienyl] oxy} hexyl)-2-methyl-7-oxo-2,6-diaza-8-oxapentadecan-15-yl (10Z,12Z)-octadeca-9,12-dienoate C(CCCCCCC\C=C/C\C=C/CCCCC)(=O)OC(CCCCCC(OC(NCCCN(C)C)=O)CCCCCCOC(CCCCCCC\C=C/C\C=C/CCCCC)=O)CCCN(C)C